C(CCCCCCCCC)(=O)N(C)CC(=O)O N-decanoyl-sarcosine